ethyl (E)-3-[1-(6-benzyloxyhexyl)-4-methyl-benzotriazol-5-yl]prop-2-enoate C(C1=CC=CC=C1)OCCCCCCN1N=NC2=C1C=CC(=C2C)/C=C/C(=O)OCC